[O].CC1(NC(CCC1)(C)C)C 2,2,6,6-tetramethylpiperidine oxygen